C(C1=CC=CC=C1)(C1=CC=CC=C1)N1CCC(CC1)N1CC2=CC=NC=C2CC1 2-(1-benzhydryl-piperidin-4-yl)-1,2,3,4-tetrahydro-2,6-naphthyridine